(S)-7-(1-amino-1,3-dihydro-spiro[indene-2,4'-piperidin]-1'-yl)-3-(2-amino-3-chloropyridin-4-yl)pteridine-2,4(1H,3H)-dione N[C@@H]1C2=CC=CC=C2CC12CCN(CC2)C2=CN=C1C(N(C(NC1=N2)=O)C2=C(C(=NC=C2)N)Cl)=O